7,7-dimethyl-6,8-dihydropyrimido[5,4-b][1,4]oxazin-4-amine CC1(NC2=C(OC1)C(=NC=N2)N)C